COC1CN(C1)C1=CC2=C(N=C(O2)C2=C3C=C(N=CC3=C(N=C2)NC)C2(CC2)C(=O)N)C=C1 (5-(6-(3-methoxyazetidin-1-yl)benzo[d]oxazol-2-yl)-8-(methylamino)-2,7-naphthyridin-3-yl)cyclopropanecarboxamide